(S)-2-amino-3-(4-(benzyloxy)phenyl)propanoic acid N[C@H](C(=O)O)CC1=CC=C(C=C1)OCC1=CC=CC=C1